1-(4-((5-(3,5-dimethylisoxazol-4-yl)-2-methylphenyl)((1'-(2-(2,6-dioxopiperidin-3-yl)-1,3-dioxoisoindolin-5-yl)-[1,4'-bipiperidine]-4-yl)methyl)amino)phenyl)cyclopropane-1-nitrile CC1=NOC(=C1C=1C=CC(=C(C1)N(C1=CC=C(C=C1)C1(CC1)C#N)CC1CCN(CC1)C1CCN(CC1)C=1C=C2C(N(C(C2=CC1)=O)C1C(NC(CC1)=O)=O)=O)C)C